N1=C(C=CC=C1)C1=CC=CC=C1C(=O)N 2-pyridine-benzamide